2-(Dinonylamino)-N-methyl-N-(2-(methylamino)ethyl)acetamide C(CCCCCCCC)N(CC(=O)N(CCNC)C)CCCCCCCCC